N-[(1S,2S)-2-Hydroxycyclohexyl]-3-{[(6-{[(1r,3r)-3-methoxycyclobutane-1-carbonyl]amino}pyridin-3-yl)methyl]amino}-4-methylbenzamide O[C@@H]1[C@H](CCCC1)NC(C1=CC(=C(C=C1)C)NCC=1C=NC(=CC1)NC(=O)C1CC(C1)OC)=O